C(C1=CC=CC=C1)OC1=NC(=CC=C1N1C(C2=CC=CC(=C2C1)NCCC(CNC(OC(C)(C)C)=O)(F)F)=O)OCC1=CC=CC=C1 tert-butyl (4-((2-(2,6-bis(benzyloxy)pyridin-3-yl)-1-oxoisoindolin-4-yl)amino)-2,2-difluorobutyl)carbamate